S(=O)(=O)(O)C(C(=O)OCCCCCCCC\C=C/CCCCCCCC)CC(=O)OCCCCCCCC\C=C/CCCCCCCC.[Na] sodium dioleyl sulfosuccinate